CN1N=C(C=C1OC1=CC(=C(C=C1C)N\C=N\[H])C)C(F)F (E)-N-[4-(1-methyl-3-difluoromethyl-1H-pyrazole-5-oxy)-2,5-dimethylphenyl]formamidine